C(C)(C)(C)OC(=O)N1CC2=C(CC1)N(N=N2)C(C)C=2C(=NC=CC2)CC 1-[1-(2-Ethylpyridin-3-yl)ethyl]-1H,4H,5H,6H,7H-[1,2,3]triazolo[4,5-c]pyridine-5-carboxylic acid tert-butyl ester